BrC1=CC(=CC=2CCOC21)C(=O)O 7-bromo-2,3-dihydrobenzofuran-5-carboxylic acid